[I].[U] uranium iodine